trans-vinyl-palladium (I) C(=C)[Pd]